COC1=CC(=C(C=C1)C=1N(C(=CC1C(=O)N)C1=C2C(=NC=C1)NC=C2)COCC[Si](C)(C)C)C(F)(F)F 2-[4-methoxy-2-(trifluoromethyl)phenyl]-5-(1H-pyrrolo[2,3-b]pyridin-4-yl)-1-{[2-(trimethylsilyl)ethoxy]methyl}-1H-pyrrole-3-carboxamide